FC1=C(C=C(C(=C1)F)F)S(=O)(=O)N 2,4,5-trifluoro-benzenesulfonamide